C1(=CC=CC=C1)C=1OC(=CN1)C=1SC=C(N1)C(=O)N(C1CNCC1)CCC 2-(2-phenyl-1,3-oxazol-5-yl)-N-propyl-N-(pyrrolidin-3-yl)-1,3-thiazole-4-carboxamide